Cl.CONC1=CC=CC=C1 methoxyaniline HCl